O-(1-(2-(((tert-butyldimethylsilyl) oxy) methyl) pyridin-4-yl)-3-(3-methoxyphenyl) cyclobutyl) S-methylxanthate CS=C(OC1(CC(C1)C1=CC(=CC=C1)OC)C1=CC(=NC=C1)CO[Si](C)(C)C(C)(C)C)[S-]